C(C)OC(=O)N1N=CC2=C1C(NC2)(C)C 6,6-dimethyl-5,6-dihydropyrrolo[3,4-c]pyrazole-1(4H)-carboxylic acid ethyl ester